[Si](C)(C)(C(C)(C)C)OCCC(C)NCCN(C(OC(C)(C)C)=O)C tert-butyl (2-((4-((tert-butyldimethylsilyl)oxy)butan-2-yl)amino)ethyl)(methyl)carbamate